C(C)(C)C1=C(CC=2C(=NC(=NC2)N)NCC2=C(C=CC=C2)OC)C=C(C(=C1)OC)OC 2-Isopropyl-4,5-dimethoxy-benzyl-N4-(2-methoxy-benzyl)-pyrimidine-2,4-diamine